4-(4-((2R,4s,6S)-2-cyano-7-((5-methoxy-7-methyl-1H-indol-4-yl)methyl)-7-azaspiro[3.5]nonan-6-yl)benzoyl)morpholine-2-carboxylic acid C(#N)C1CC2(C1)C[C@H](N(CC2)CC2=C1C=CNC1=C(C=C2OC)C)C2=CC=C(C(=O)N1CC(OCC1)C(=O)O)C=C2